OCCS(=O)(=O)CCC(CCC(C(=O)O)(C([2H])([2H])[2H])C1=CC(=CC=C1)CC(C(=O)OC)C)(C)C 7-((2-hydroxyethyl)sulfonyl)-2-(3-(3-methoxy-2-methyl-3-oxopropyl)phenyl)-5,5-dimethyl-2-(methyl-d3)heptanoic acid